C1(CC1)S(=O)(=O)NC1=NC=CC(=N1)C(C(=O)NC1=CC=C(C=C1)C1=NC=CN=C1)(C)C 2-(2-(cyclopropanesulfonamido)pyrimidin-4-yl)-2-methyl-N-(4-(pyrazin-2-yl)phenyl)propanamide